(R)-3-(2-(4-(6-(6-(2-(3-fluorophenyl)pyrrolidin-1-yl)imidazo[1,2-b]pyridazin-3-yl)pyridin-2-yl)piperazin-1-yl)ethoxy)propan-1-amine FC=1C=C(C=CC1)[C@@H]1N(CCC1)C=1C=CC=2N(N1)C(=CN2)C2=CC=CC(=N2)N2CCN(CC2)CCOCCCN